(4-(3-(4-(trifluoromethyl)phenyl)-1,2,4-oxadiazol-5-yl)naphthalen-1-yl)methane FC(C1=CC=C(C=C1)C1=NOC(=N1)C1=CC=C(C2=CC=CC=C12)C)(F)F